C(C)(C)(C)O[C@H]1[C@H]2C(OC([C@H]2C1)=O)=O (1S,5S,6R)-6-tert-butoxy-3-oxabicyclo[3.2.0]heptane-2,4-dione